N1CC(CCC1)NC1=NC2=CC=C(C=C2C=N1)B1OC(C(O1)(C)C)(C)C N-(piperidin-3-yl)-6-(4,4,5,5-tetramethyl-1,3,2-dioxaborolan-2-yl)quinazolin-2-amine